tert-butyl (2-fluoro-4-(7-((3-(piperidin-1-yl)propyl)carbamoyl)benzo[d]imidazo[2,1-b]thiazol-2-yl)benzyl)carbamate FC1=C(CNC(OC(C)(C)C)=O)C=CC(=C1)C=1N=C2SC3=C(N2C1)C=CC(=C3)C(NCCCN3CCCCC3)=O